ClC=1C(=NC=C(C1[C@@H](C)OC=1C=C2C(=NNC2=CC1OC)C=1C=NC(=CC1)N1CCCC1)Cl)C 5-[(1R)-1-(3,5-dichloro-2-methyl-4-pyridyl)ethoxy]-6-methoxy-3-(6-pyrrolidin-1-yl-3-pyridyl)-1H-indazole